cyclopropan-1,1-dimethanol C1(CC1)(CO)CO